2-(2,6-dioxopiperidin-3-yl)-5-((6-(4-hydroxypiperidin-1-yl)hexyl)amino)isoindoline-1,3-dione O=C1NC(CCC1N1C(C2=CC=C(C=C2C1=O)NCCCCCCN1CCC(CC1)O)=O)=O